C(C)OC(=O)C=1C(=NN(C1)CC(C)(C)O)Cl 3-chloro-1-(2-hydroxy-2-methyl-propyl)pyrazole-4-carboxylic acid ethyl ester